BrC1=C(C=C(OCCCN2C[C@@H](CC2)O)C=C1)C (R)-1-(3-(4-bromo-3-methylphenoxy)propyl)pyrrolidin-3-ol